4-((4-(((2-Amino-9H-purin-6-yl)oxy)methyl)benzyl)carbamoyl)-2-(3,6-bis(methyl(phenyl)amino)xanthylium-9-yl)-3,5,6-trifluorobenzoate NC1=NC(=C2N=CNC2=N1)OCC1=CC=C(CNC(=O)C2=C(C(=C(C(=O)[O-])C(=C2F)F)C=2C3=CC=C(C=C3[O+]=C3C=C(C=CC23)N(C2=CC=CC=C2)C)N(C2=CC=CC=C2)C)F)C=C1